2-(2-(4-(9-benzyl-6-(1-methylcyclopropoxy)-9H-purin-8-yl)-3-chlorophenoxy)ethyl)-2-azaspiro[3.3]heptan-6-ol C(C1=CC=CC=C1)N1C2=NC=NC(=C2N=C1C1=C(C=C(OCCN2CC3(C2)CC(C3)O)C=C1)Cl)OC1(CC1)C